BrC1=CC=2N=CN=C(C2N=C1)N1CCC2=C(C=CC=C12)C1=CC=CC=C1 7-bromo-4-(4-phenylindolin-1-yl)pyrido[3,2-d]Pyrimidine